C(CCCCCCCCCCC)OS(=O)(=O)[O-].[Na+].C1(CCCC1)C(=O)O cyclopentanecarboxylic acid sodium lauryl-sulfate